C(C)OC(=O)C=1N(C2=C(C=CC=C2C1)OC[C@H](C)OS(=O)(=O)C)CC1CC1 (S)-1-(cyclopropylmethyl)-7-(2-((methylsulfonyl)oxy)propoxy)-1H-indole-2-carboxylic acid ethyl ester